2-naphthalenone rhodium [Rh].C1C(C=CC2=CC=CC=C12)=O